8-cyclopentyl-2-((1-(cyclopropylsulfonyl)piperidin-4-yl)amino)-7-oxo-7,8-dihydropyrido[2,3-d]pyrimidine-6-carbonitrile C1(CCCC1)N1C(C(=CC2=C1N=C(N=C2)NC2CCN(CC2)S(=O)(=O)C2CC2)C#N)=O